1-Amino-4-hydroxy-9,10-anthracendion NC1=CC=C(C=2C(C3=CC=CC=C3C(C12)=O)=O)O